C(C)(C)(C)OC(=O)N[C@H](C(=O)N1[C@@H](C[C@H](C1)O)C(=O)OC)C(C)(C)C Methyl (2S,4R)-1-[(2S)-2-{[(tert-butoxy)carbonyl]amino}-3,3-dimethylbutanoyl]-4-hydroxypyrrolidine-2-carboxylate